3-(3,5-dimethyl-1-(3-methyl-[1,2,4]triazolo[4,3-b]pyridazin-6-yl)-1H-pyrazol-4-yl)-1-(4-(quinolin-5-ylmethyl)piperazin-1-yl)propan-1-one CC1=NN(C(=C1CCC(=O)N1CCN(CC1)CC1=C2C=CC=NC2=CC=C1)C)C=1C=CC=2N(N1)C(=NN2)C